tert-butyl (1-(4-fluorobenzyl)-6-methyl-1H-indol-5-yl)carbamate FC1=CC=C(CN2C=CC3=CC(=C(C=C23)C)NC(OC(C)(C)C)=O)C=C1